C1(CC1)OC=1C=CC(=C(C1)O)C1=C2C(=C(N=N1)N[C@H]1CN(CCC1)C)C=NC=C2 5-cyclopropoxy-2-(4-{[(3R)-1-methylpiperidin-3-yl]amino}pyrido[3,4-d]pyridazin-1-yl)phenol